4-isobutylethylenediphenol C(C(C)C)C1=CC(=C(C=C1)O)CCC1=C(C=CC=C1)O